lithium ethylenediamine tetraacetate C(C)(=O)ON(CCN(OC(C)=O)OC(C)=O)OC(C)=O.[Li]